BrC=1C(=C(C=CC1)C(=O)N1C[C@H]2CO[C@@](CN2CC1)(C=1C=NC(=CC1)C(F)(F)F)O)Cl (3-bromo-2-chlorophenyl)((3R,9aS)-3-hydroxy-3-(6-(trifluoromethyl)pyridin-3-yl)hexahydropyrazino[2,1-c][1,4]oxazin-8(1H)-yl)methanone